C(C1=CC=CC=C1)OC=1C(=CC2=C(N=C(S2)C(=O)C2=CC(=C(C=C2)OC)F)C1)OCC1=CC=CC=C1 (5,6-bis(benzyloxy)benzo[d]thiazol-2-yl)(3-fluoro-4-methoxyphenyl)-methanone